CN(C(=O)C=1C=CC(=NC1)C=1C=C2C(=NN(C2=C(C1)C=C)CC)C(=O)OC)C methyl 5-(5-(dimethylcarbamoyl)pyridin-2-yl)-1-ethyl-7-vinyl-1H-indazole-3-carboxylate